O=C1NC(CC[C@@H]1N1C(N(C2=C1C=CC(=C2)C2CCN(CC2)CCCN(C(OC(C)(C)C)=O)C)C)=O)=O tert-butyl N-[3-(4-{1-[(3S)-2,6-dioxopiperidin-3-yl]-3-methyl-2-oxo-1,3-benzodiazol-5-yl}piperidin-1-yl)propyl]-N-methylcarbamate